5-ethynyl-2,2'-bipyridine C(#C)C=1C=CC(=NC1)C1=NC=CC=C1